N=1N2C(=C(C1)S(=O)(=O)N1CCC(CC1)C=1C(=CC=3N(N1)C=CN3)C)CCC2 6-(1-((5,6-dihydro-4H-pyrrolo[1,2-b]pyrazol-3-yl)sulfonyl)piperidin-4-yl)-7-methylimidazo[1,2-b]pyridazine